N-[[6-(1,3,5-trimethylpyrazole-4-carbonyl)-6-azaspiro[2.5]octan-2-yl]methyl]furo[2,3-c]pyridine-2-carboxamide CN1N=C(C(=C1C)C(=O)N1CCC2(C(C2)CNC(=O)C2=CC=3C(=CN=CC3)O2)CC1)C